(R)-N-((S)-1-(1-methyl-1H-indol-4-yl)ethyl)-2-methylpropane-2-sulfinamide CN1C=CC2=C(C=CC=C12)[C@H](C)N[S@](=O)C(C)(C)C